3,6-bis(trifluoromethyl)-9H-carbazole FC(C=1C=CC=2NC3=CC=C(C=C3C2C1)C(F)(F)F)(F)F